COC=1C=C(C=C(C1)OC)N(C(=O)C1=CN=C(O1)C#C[Si](C(C)C)(C(C)C)C(C)C)C1C(N(CC1)CC(F)(F)F)=O N-(3,5-Dimethoxyphenyl)-N-[2-oxo-1-(2,2,2-trifluoroethyl)pyrrolidin-3-yl]-2-(2-triisopropylsilylethynyl)oxazole-5-carboxamide